[Si](C)(C)(C(C)(C)C)O\N=C\C=1C(=CC(=C(C1)N1C(NC(=CC1=O)C(C)(F)F)=O)F)Cl 3-{5-[(E)-({[tert-Butyl(dimethyl)silyl]oxy}imino)methyl]-4-chloro-2-fluorophenyl}-6-(1,1-difluoroethyl)pyrimidin-2,4(1H,3H)-dion